FC1=NN(C2=CC=CC(=C12)CCCCC(=O)OCC)C1OCCCC1 ethyl 5-(3-fluoro-1-(tetrahydro-2H-pyran-2-yl)-1H-indazol-4-yl)pentanoate